S(N)(OCC[C@@H]1OC2(O[C@H]1CC1=C(C=CC=C1)Cl)CCCC2)(=O)=O 2-((2S,3S)-3-(2-chlorobenzyl)-1,4-dioxaspiro[4.4]nonan-2-yl)ethyl sulfamate